C(C)(=O)N(C1=CC=C(C=C1)C1=CC=C(C=N1)C(=O)NCC=1C=NC=CC1)CCC(F)F 6-[4-[Acetyl-(3,3-difluoropropyl)amino]phenyl]-N-(3-pyridylmethyl)pyridine-3-carboxamide